C1(CC1)S(=O)(=O)NC=1SC=C(N1)C(C(=O)NC1=C(C=C(C=C1)C=1C=NC=C(C1)F)C(F)(F)F)(C)C 2-(2-(cyclopropanesulfonylamino)thiazol-4-yl)-N-(4-(5-fluoropyridin-3-yl)-2-(trifluoromethyl)phenyl)-2-methylpropanamide